C1(=CC=CC=C1)[C@H]1CCC=2N1N=CN2 (5R)-5-phenyl-6,7-dihydro-5H-pyrrolo[1,2-b][1,2,4]triazole